(6R,7R)-7-[2-(4-hydroxyphenyl)acetamido]-7-methoxy-3-[(1-methyl-1H-tetrazol-5-yl)thiomethyl]-8-oxo-5-oxa-1-azabicyclo[4.2.0]oct-2-ene-2-carboxylic acid OC1=CC=C(C=C1)CC(=O)N[C@]1([C@H]2OCC(=C(N2C1=O)C(=O)O)CSC1=NN=NN1C)OC